C(C=C)(=O)[O-].[Ca+2].C(C=C)(=O)[O-] Calcium acrylat